6-bromo-5-fluoro-8-iodo-1,2,3,4-tetrahydroquinoline BrC=1C(=C2CCCNC2=C(C1)I)F